(R)-4-chloro-2-(1-((5-(difluoromethoxy)pyridin-2-yl)sulfonyl)piperidin-4-yl)-5-(((4,4-dioxido-1,4-oxathian-3-yl)methyl)amino)pyridazin-3(2H)-one ClC=1C(N(N=CC1NC[C@@H]1COCCS1(=O)=O)C1CCN(CC1)S(=O)(=O)C1=NC=C(C=C1)OC(F)F)=O